SC=1C=C(C=CC1N)C1=CC(=C(N)C=C1)S 3,3'-dimercaptobenzidine